ClC=1C(=C(CNC(=O)[C@H]2NCC3(CC3)C2)C=CC1)F (S)-N-(3-chloro-2-fluorobenzyl)-5-azaspiro[2.4]heptane-6-carboxamide